(1S,2S)-1,2-bis(9-phenanthryl)ethylenediamine hydrochloride Cl.C1=CC=CC=2C3=CC=CC=C3C(=CC12)[C@@H]([C@@H](N)C=1C2=CC=CC=C2C=2C=CC=CC2C1)N